C(C)[C@H]1OC2=C(CNC1)C=C1C(=C2)SCC1 (R)-2-ethyl-2,3,4,5,7,8-hexahydrothieno[2',3':4,5]benzo[1,2-f][1,4]oxazepine